(R)-10-((5-chloro-2-((R)-4,4-difluoro-3-(hydroxymethyl)piperidin-1-yl)pyrimidin-4-yl)amino)-2-cyclopropyl-7-methyl-1,2,3,4-tetrahydro-[1,4]oxazepino[2,3-c]quinolin-6(7H)-one ClC=1C(=NC(=NC1)N1C[C@@H](C(CC1)(F)F)CO)NC1=CC=2C3=C(C(N(C2C=C1)C)=O)OCC[C@@H](N3)C3CC3